4-(4-((4-((3-acrylamidophenyl)amino)-5-fluoropyrimidin-2-yl)amino)phenoxy)-N-methylpicolinamide C(C=C)(=O)NC=1C=C(C=CC1)NC1=NC(=NC=C1F)NC1=CC=C(OC2=CC(=NC=C2)C(=O)NC)C=C1